C(C)(C)N1NN(CC=C1)C1=CC=C(C=C1)C 1-isopropyl-3-p-tolyltriazine